N1(CCC1)CC1(CC1)NC(C(C1=C(C=CC=C1)C)(F)F)=O N-(1-(azetidin-1-ylmethyl)cyclopropyl)-2,2-difluoro-2-(o-tolyl)acetamide